FC1(CCC2=C1N=C(N=C2C2=CC1=C(C=C2)C2(NC(OC2)=O)CO1)N1[C@H]([C@@H](C1)O)C)F 6-(7,7-difluoro-2-((2S,3R)-3-hydroxy-2-methylazetidin-1-yl)-6,7-dihydro-5H-cyclopenta[d]pyrimidin-4-yl)-2H-spiro[benzofuran-3,4'-oxazolidin]-2'-one